(bicyclo[2.2.1]heptan-1-yl)[(2S,5S)-9-fluoro-2,3-dihydro-2,5-methano-1,4-benzoxazepin-4(5H)-yl]methanone C12(CCC(CC1)C2)C(=O)N2C[C@H]1OC3=C([C@@H]2C1)C=CC=C3F